CC1=C(C=NC=C1)OC1=CC=C(C=C1)C1CN(C1)C(=O)N1C[C@@H]2[C@@H](OCC(N2)=O)CC1 (4aR,8aS)-6-[3-[4-[(4-methyl-3-pyridinyl)oxy]phenyl]azetidine-1-carbonyl]-4,4a,5,7,8,8a-hexahydropyrido[4,3-b][1,4]oxazin-3-one